6-((6-(4-methyl-2-oxopentanoylamino)spiro[3.3]hept-2-yl)amino)pyrimidine-4-carboxamide CC(CC(C(=O)NC1CC2(CC(C2)NC2=CC(=NC=N2)C(=O)N)C1)=O)C